2-(Cyclopent-1-en-1-yl)-4-(trifluoromethyl)aniline C1(=CCCC1)C1=C(N)C=CC(=C1)C(F)(F)F